IC1=CC=C(C=C1)C=1N=C2SC(=CN2C1)C 6-(4-iodophenyl)-2-methylimidazo[2,1-b][1,3]thiazole